[C@H](C)(CC)OC=1C(=CC=2C(N1)=NN(C2)C21COC(C2)(C1)C)C(=O)NC=1C(N(C=CC1)C1CC1)=O (S)-6-(sec-butoxy)-N-(1-cyclopropyl-2-oxo-1,2-dihydropyridin-3-yl)-2-(1-methyl-2-oxabicyclo[2.1.1]hexan-4-yl)-2H-pyrazolo[3,4-b]pyridine-5-carboxamide